2-bromo-N-(cyclopropylmethyl)-5-nitrobenzamide BrC1=C(C(=O)NCC2CC2)C=C(C=C1)[N+](=O)[O-]